3,3',3'',3'''-((2S,5S,8S,11S)-1,4,7,10-tetrakis(carboxymethyl)-1,4,7,10-tetraazacyclododecane-2,5,8,11-tetrayl)tetrapropanoic acid C(=O)(O)CN1[C@H](CN([C@H](CN([C@H](CN([C@H](C1)CCC(=O)O)CC(=O)O)CCC(=O)O)CC(=O)O)CCC(=O)O)CC(=O)O)CCC(=O)O